CC1N(C2=CC=CC(C2CC1)[Se]C1=CC=CC=C1)S(=O)(=O)C1=C(C(=CC(=C1C)C)C)C 2-methyl-5-phenylseleno-1-(2,3,5,6-tetramethylbenzenesulfonyl)tetrahydroquinoline